FC1(CCN(CC1)C(=O)C=1C=CC(=NC1)NC1=CC=C(C#N)C=C1)F 4-((5-(4,4-difluoropiperidine-1-carbonyl)pyridin-2-yl)amino)benzonitrile